BrCCCC1C2C=CC(C1)C2 5-(3-bromopropyl)-bicyclo(2.2.1)hept-2-ene